OCC1(CCOCC1)NC(=O)C1=C(OC2=C1C=C(C=C2)OCC=2SC=CN2)C N-(4-(hydroxymethyl)tetrahydro-2H-pyran-4-yl)-2-methyl-5-(thiazol-2-ylmethoxy)benzo-furan-3-carboxamide